2,5-dimethylhexane-3,4-diyl dicarbamate C(N)(OC(C(C)C)C(C(C)C)OC(N)=O)=O